2-Butoxyphenylboronic acid C(CCC)OC1=C(C=CC=C1)B(O)O